FC1=C(C(=CC=C1C1=CC(=NN1)CCCC(F)(F)F)O)N1CC(NS1(=O)=O)=O 5-(2-fluoro-6-hydroxy-3-(3-(4,4,4-trifluorobutyl)-1H-pyrazol-5-yl)phenyl)-1,2,5-thiadiazolidin-3-one 1,1-dioxide